tert-butyl (R)-2-(((S)-1-(4-(methoxycarbonyl) phenyl)ethyl)carbamoyl)pyrrolidine-1-carboxylate COC(=O)C1=CC=C(C=C1)[C@H](C)NC(=O)[C@@H]1N(CCC1)C(=O)OC(C)(C)C